C(C)(C)(C)OC(=O)N1CCN2C(=NC=N2)C12CC2 spiro[5,6-dihydro-[1,2,4]triazolo[1,5-a]pyrazine-8,1'-cyclopropane]-7-carboxylic acid tert-butyl ester